CN1[C@@H](CN(CC1)S(=O)(=O)C1=C(C=CC=C1)C(F)(F)F)C(=O)O (S)-1-methyl-4-((2-(trifluoromethyl)phenyl)sulfonyl)piperazine-2-carboxylic acid